2-(chloromethyl)-4-methoxy-pyridine ClCC1=NC=CC(=C1)OC